diisobutylene fumarate C(\C=C\C(=O)O)(=O)O.CC(C)=C.CC(C)=C